1-(trans-1-(2-methoxyethyl)-4-phenylpyrrolidin-3-yl)-3-(1-methyl-4-phenyl-1H-pyrazol-5-yl)urea COCCN1C[C@H]([C@@H](C1)C1=CC=CC=C1)NC(=O)NC1=C(C=NN1C)C1=CC=CC=C1